(S)-N-(1-(4-Chloro-2-methylphenyl)ethyl)-2-(1-cyclopropyl-3-methyl-4-oxo-1,4-dihydro-5H-pyrrolo[2,3-d]pyridazin-5-yl)acetamid ClC1=CC(=C(C=C1)[C@H](C)NC(CN1N=CC2=C(C1=O)C(=CN2C2CC2)C)=O)C